(8-fluoro-6-(2-(((1-fluorocyclobutyl)methyl)amino)-7H-pyrrolo[2,3-d]pyrimidin-5-yl)imidazo[1,2-a]pyridin-3-yl)methanol FC=1C=2N(C=C(C1)C1=CNC=3N=C(N=CC31)NCC3(CCC3)F)C(=CN2)CO